COC1=CC=C(C=C1)CN(C1=NC=CC(=C1[N+](=O)[O-])N[C@H]1CN(C[C@H](C1)O)C(=O)OC(C)(C)C)CC1=CC=C(C=C1)OC Tert-butyl (3R,5S)-3-[[2-[bis[(4-methoxyphenyl)methyl] amino]-3-nitro-4-pyridyl]amino]-5-hydroxy-piperidine-1-carboxylate